tert-butyl (3'R)-4-{[tert-butyl(diphenyl)silyl]oxy}-5',5'-difluoro-2-oxo[1,3'-bipiperidine]-1'-carboxylate [Si](C1=CC=CC=C1)(C1=CC=CC=C1)(C(C)(C)C)OC1CC(N(CC1)[C@H]1CN(CC(C1)(F)F)C(=O)OC(C)(C)C)=O